tert-butyl (1-(3-amino-6-chloropyridazin-4-yl)piperidin-4-yl)carbamate NC=1N=NC(=CC1N1CCC(CC1)NC(OC(C)(C)C)=O)Cl